methyl-hexane CCCCCCC